C(#N)C=1C=C(C(=NC1C1=CC=C(C=C1)C(F)(F)F)C(F)(F)F)C(=O)O 5-cyano-2-(trifluoromethyl)-6-[4-(trifluoromethyl)phenyl]pyridine-3-carboxylic acid